2-[(tert-butoxycarbonyl)(2-cyanoethyl)amino]-2-methylpropanoic acid C(C)(C)(C)OC(=O)N(C(C(=O)O)(C)C)CCC#N